4-(N-((1-methyl-1H-pyrazol-3-yl)methyl)sulfamoyl)benzoic acid CN1N=C(C=C1)CNS(=O)(=O)C1=CC=C(C(=O)O)C=C1